C(C)(C)(C)OC(N(CCCNC=1C=NNC1)CCC1=CC=CC=C1)=O tert-butyl-N-(2-phenylethyl)-N-[3-(1H-pyrazol-4-ylamino)propyl]carbamate